C1(=CC(=CC(=C1)C(=O)NC1=CC=C(C(=O)O)C=C1)C(=O)NC1=CC=C(C(=O)O)C=C1)C(=O)NC1=CC=C(C(=O)O)C=C1 4,4',4''-((benzene-1,3,5-tricarbonyl)tris(azanediyl))tribenzoic acid